CC=1C=C(C=O)C=C(C1O)C 3,5-Dimethyl-4-hydroxy-benzaldehyd